(1s,2s,3R,5s)-(+)-pinane-2,3-diol C[C@@]1([C@H]2C[C@H](C2(C)C)C[C@H]1O)O